CC1(OB(OC1(C)C)/C=C/C(=O)OCC)C ethyl (E)-3-(4,4,5,5-tetramethyl-1,3,2-dioxaborolan-2-yl)prop-2-enoate